ClC=1C2=C(N=CN1)C=C(C(=N2)Cl)C 4,6-dichloro-7-methyl-pyrido[3,2-d]pyrimidine